CN[C@@H](CC1=CNC2=CC=CC=C12)C(=O)O N-Methyl-Tryptophan